3-[1-(tert-butoxycarbonyl)-6-[4-(tert-butoxycarbonyl)piperazine-1-carbonyl]Indol-2-yl]-6,6-dimethyl-5,7-dihydro-4H-indazole-1-carboxylic acid tert-butyl ester C(C)(C)(C)OC(=O)N1N=C(C=2CCC(CC12)(C)C)C=1N(C2=CC(=CC=C2C1)C(=O)N1CCN(CC1)C(=O)OC(C)(C)C)C(=O)OC(C)(C)C